ClC1=C([C@H](C(=O)[O-])O)C=CC=C1 (R)-o-chloromandelate